OC(C(=O)N)(C)C α-hydroxyisobutyric acid amide